O[C@@]1(CC(NCC1)(C)C)C=1C=C2CN(C(C2=CC1)=O)C1C(NC(CC1)=O)=O 3-(5-((S)-4-hydroxy-2,2-dimethylpiperidin-4-yl)-1-oxoisoindolin-2-yl)piperidine-2,6-dione